CC1([N-]C(CCC1)(C)C)C 2,2,6,6-tetramethylpiperidine-1-id